N1-(3-methoxypropyl)ethane-1,2-diamine COCCCNCCN